OC1=NN(C=C1C(=O)OCC)C(=O)OC(C)(C)C 1-tert-butyl 4-ethyl 3-hydroxy-1H-pyrazole-1,4-dicarboxylate